FC=1C=C2CC3(CN(C2=CC1)/C(/C(=O)OC)=C\C(=O)OC)CCOCC3 dimethyl 2-(6'-fluoro-2,2',3,4',5,6-hexahydro-1'H-spiro[pyran-4,3'-quinoline]-1'-yl)fumarate